C(C)N1N=C(C=C1C(=O)NC1=NC2=C(N1)C(=CC(=C2)C(=O)N)OCCCO)C 2-(1-ethyl-3-methyl-1H-pyrazole-5-carboxamido)-7-(3-hydroxypropoxy)-1H-benzo[d]imidazole-5-carboxamide